I.CSC=1NCCN1 2-methylsulfanyl-4,5-dihydro-1H-imidazole-hydroiodide